N[C@H]1CN(CCC1)C1=NC=C(C(=N1)C)NC1=CC=C(C=C1)C1=CC2=C(N=CN=C2N2CCOCC2)N1 (R)-2-(3-aminopiperidin-1-yl)-4-methyl-N-(4-(4-morpholino-7H-pyrrolo[2,3-d]pyrimidin-6-yl)phenyl)pyrimidin-5-amine